[N-](S(=O)(=O)C(F)(F)F)S(=O)(=O)C(F)(F)F.C(CC)C1N(CCCC1)C propyl-N-methyl-piperidine bis(trifluoromethanesulfonyl)imide salt